[Na].FC=1C(=C(C(=C(C1F)F)F)S(=O)(=O)O)OC(=C(C(C(C(C(C(C(C(F)(F)F)(F)F)(F)F)(F)F)(F)F)(F)F)(F)F)F)F perfluorononenoxybenzenesulfonic acid sodium